N(=[N+]=[N-])CC1CCC(CC1)SCC1=NC2=C(C=CC=C2C(N1)=O)C (((4-(azidomethyl)cyclohexyl)thio)methyl)-8-methylquinazolin-4(3H)-one